C(C)(C)NC(O[C@H]1C[C@H](CC1)C1=NN(C(=C1)NC1=NC=CC(=C1)C#CC1=C(C(=CC=C1)OCC1=CC=C(C=C1)OC)C1OCCO1)C(C)(C)C)=O (1R,3S)-3-{1-tert-butyl-5-[(4-{2-[2-(1,3-dioxolan-2-yl)-3-[(4-methoxyphenyl) methoxy]phenyl]ethynyl}pyridin-2-yl)amino]pyrazol-3-yl}cyclopentyl N-isopropylcarbamate